C(C)(C)(C)OC(=O)[C@@H]1NCCNC1 (R)-tert-butylpiperazine-2-carboxylate